N'-acetyl-6-amino-N'-methyl-N-((5-(trifluoromethyl)pyridin-2-yl)methyl)phenanthridine-2-carbohydrazide C(C)(=O)N(N(C(=O)C1=CC2=C3C=CC=CC3=C(N=C2C=C1)N)CC1=NC=C(C=C1)C(F)(F)F)C